3-(1-(benzo[d][1,3]dioxin-5-yl)pyrrolidin-2-yl)benzoic acid O1COCC2=C1C=CC=C2N2C(CCC2)C=2C=C(C(=O)O)C=CC2